CC(CC(C)=O)=O.[Zr] zirconium (pentane-2,4-dione)